BrC=1C(=C(C[C@H]2N(CC[C@@H]([C@@H]2O)O)C(=O)OCC2=CC=CC=C2)C=CC1)F |r| benzyl (rac)-(2RS,3RS,4SR)-2-(3-bromo-2-fluorobenzyl)-3,4-dihydroxypiperidine-1-carboxylate